OC=1C(=NC=CC1OC)C(=O)N[C@H](C(=O)O[C@H]([C@@H](C)C1=C(C=C(C=C1)C)C)C)C [(1S,2S)-2-(2,4-dimethylphenyl)-1-methyl-propyl] (2S)-2-[(3-hydroxy-4-methoxy-pyridine-2-carbonyl)amino]propanoate